ClC1=CC=C(C=C1)N1C(=NN=C1C)[C@@H]1CC[C@H](CC1)OC1=NC=C(C=C1)C trans-2-((4-(4-(4-Chlorophenyl)-5-methyl-4H-1,2,4-triazol-3-yl)cyclohexyl)oxy)-5-methylpyridin